C(C)OC(C[C@H](NC(=O)NC=1C(N(C=CC1O)C)=O)C=1C=C(C=CC1F)C1=CC=CC=C1)=O (S)-3-(4-fluorobiphenyl-3-yl)-3-(3-(4-hydroxy-1-methyl-2-oxo-1,2-dihydropyridin-3-yl)ureido)propanoic acid ethyl ester